OB1OCC2=C1C=C(C(=C2)C(F)(F)F)C(=O)OC2=C(C(=C(C(=C2F)F)F)F)F Pentafluorophenyl 1-hydroxy-5-(trifluoromethyl)-1,3-dihydrobenzo[c][1,2]oxaborole-6-carboxylate